NC1=CC(=NC(=N1)Cl)C=1C=C(C=C(C1)Cl)[C@@H]1COCCN1C(C=C)=O (R)-1-(3-(3-(6-amino-2-chloropyrimidin-4-yl)-5-chlorophenyl)morpholino)prop-2-en-1-one